C(CCCC)ON1CCNCC1 4-(pentyloxy)piperazine